ClC=1C(=CC(=C(C1)S(=O)(=O)N(C1=NC=NS1)CC1=C(C=C(C=C1)OC)OC)F)NCC1=C(C=C(C=C1)Cl)N1CCCC1 5-chloro-4-((4-chloro-2-(pyrrolidine-1-yl)benzyl)amino)-N-(2,4-dimethoxy-benzyl)-2-fluoro-N-(1,2,4-thiadiazole-5-yl)benzenesulfonamide